C(CCC)C(COCC(CCCC)O)O butylhydroxyethyl ether